FC=1C=C(C=CC1C(C)C)C(C1=CC=CC=C1)NC(=O)C1C(CCC1)C(=O)O 2-({[3-fluoro-4-(propan-2-yl)phenyl](phenyl)methyl}carbamoyl)cyclopentane-1-carboxylic acid